FC(C(CCC1=CC(=CC=C1)O)=O)(F)F 1,1,1-Trifluoro-4-(3-hydroxyphenyl)butan-2-one